N1=C(C=CC(=C1)C=O)C=O 2,5-PYRIDINEDICARBOXALDEHYDE